ClC=1C=CC(=NC1)[C@@]1(OC2=C(C=CC=C2C=C1)C1CCN(CC1)CC1=NC2=C(N1C[C@H]1OCC1)C=C(C=C2)C(=O)O)[2H] 2-((4-((R)-2-(5-chloropyridin-2-yl)-2H-chromen-8-yl-2-d)piperidin-1-yl)methyl)-1-(((S)-oxetan-2-yl)methyl)-1H-benzo[d]imidazole-6-carboxylic acid